2-ethoxy-4-fluoro-1-iodo-benzene C(C)OC1=C(C=CC(=C1)F)I